C(C1=CC=CC=C1)OC(CCC[N+](CC(=O)OC(C)(C)C)(CCCCNC(=O)OC(C)(C)C)CCCCNC(=O)OC(C)(C)C)=O (4-benzyloxy-4-oxo-butyl)-bis[4-(tert-butoxycarbonylamino)butyl]-(2-tert-butoxy-2-oxo-ethyl)ammonium